O=C1CC2(CC(C2)NC(OCC2=CC=CC=C2)=O)C1 Benzyl (6-oxospiro[3.3]heptan-2-yl)carbamate